ClC1=CC(=CC=2CC(OC21)C=2C=C(C=CC2)S(=O)(=O)N)C(F)(F)F m-[7-chloro-5-(trifluoromethyl)-2,3-dihydro-1-benzofuran-2-yl]benzenesulfonamide